2-(1-(Tert-butoxycarbonyl)piperidin-4-yl)thiazole-4-carboxylic acid C(C)(C)(C)OC(=O)N1CCC(CC1)C=1SC=C(N1)C(=O)O